C(C)(C)(C)OC(=O)N1CCC(CC1)CCCC1=CC2=C(N(C(N2C)=O)C2C(NC(CC2)=O)=O)C=C1.C(C1=CC=CC=C1)OC1=NC(=NC=C1)C(C)(F)F 4-(Benzyloxy)-2-(1,1-difluoroethyl)pyrimidine Tert-butyl-4-[3-[1-(2,6-dioxopiperidin-3-yl)-3-methyl-2-oxo-1,3-benzodiazol-5-yl]propyl]piperidine-1-carboxylate